1-(4-{1-sec-Butyl-7-[1-(4-pyridin-2-yl-phenyl)-ethylamino]-1H-pyrazolo[4,3-d]pyrimidin-5-yl}-piperazin-1-yl)-ethanon C(C)(CC)N1N=CC=2N=C(N=C(C21)NC(C)C2=CC=C(C=C2)C2=NC=CC=C2)N2CCN(CC2)C(C)=O